COC(C=1C(C(=O)OC)=C(C=C(C1)F)CC1(CCN(CC1)C(=O)OC(C)(C)C)CO)=O ((1-(tert-Butoxycarbonyl)-4-(hydroxymethyl)piperidin-4-yl)methyl)-5-fluorophthalic acid dimethyl ester